C(CC1=CC=CC=C1)C1(CCN(CC1)NC1=CC=C(C=C1)NC(C)=O)C1=NC=CC=C1 N-(4-(4-phenethyl-4-(pyridin-2-yl)piperidin-1-ylamino)phenyl)acetamide